N,N'-diacetyl-cystine-dimethyl ester COC([C@H](CSSC[C@@H](C(=O)OC)NC(C)=O)NC(C)=O)=O